4-(3-nonylphenoxy)phthalonitrile C(CCCCCCCC)C=1C=C(OC=2C=C(C(C#N)=CC2)C#N)C=CC1